3-phenylpropanamide hydrochloride Cl.C1(=CC=CC=C1)CCC(=O)N